COC=1C=C(CN2[C@H](CN(C3=C(C2)C=CC(=C3)C3=CC=NC=C3)C)C)C=CC1 (S)-4-(3-methoxybenzyl)-1,3-dimethyl-8-(pyridin-4-yl)-3,4-dihydro-1H-benzo[e][1,4]diazepine